ClC1=CC=C2C(=N1)C=C(N2)C(C)=O 1-(5-chloro-1H-pyrrolo[3,2-b]pyridin-2-yl)ethanone